COC(CCOCCOCC=O)=O 3-(2-(2-Oxoethoxy)ethoxy)propionic acid methyl ester